4-methylisoxazol CC=1C=NOC1